methyl 3-amino-6-cyanopicolinate NC=1C(=NC(=CC1)C#N)C(=O)OC